C(CCCC)OC(C1=CC(=CC=C1)CO)=O 3-(hydroxymethyl)benzoic acid pentyl ester